BrC=1C=C(C=CC1OCC)C=NS(=O)C(C)(C)C N-[(3-bromo-4-ethoxy-phenyl)methylene]-2-methyl-propane-2-sulfinamide